FC1(CCN(CC1)C=1C=C(C=C2C=CC(=NC12)NCC1=CC=C(C=C1)OC)[N+](=O)[O-])F 8-(4,4-difluoropiperidin-1-yl)-N-(4-methoxybenzyl)-6-nitroquinoline-2-amine